3-(6-(6-Isopropoxypyridin-3-yl)-1H-benzo[d]imidazol-2-yl)pyrrolidine-1-carbonitrile C(C)(C)OC1=CC=C(C=N1)C=1C=CC2=C(NC(=N2)C2CN(CC2)C#N)C1